OCCCN1C(C(NC2=CC=CC=C12)=O)=O (3-hydroxypropyl)quinoxaline-2,3(1H,4H)-dione